ClC1=C(C=CC(=C1)C(F)(F)F)NC(CN1C2=C(C(C(=C1CC)N1CCN(CC1)C(=O)C1=NC=NC(=C1O)C)=O)N=C(S2)C2=CC(=NC=C2)OC)=O N-(2-chloro-4-(trifluoromethyl)phenyl)-2-(5-ethyl-6-(4-(5-hydroxy-6-methylpyrimidine-4-carbonyl)piperazin-1-yl)-2-(2-methoxypyridin-4-yl)-7-oxothiazolo[5,4-b]pyridin-4(7H)-yl)acetamide